5-[4-amino-5-(trifluoromethyl)pyrrolo[2,1-f][1,2,4]triazin-7-yl]-2-ethoxy-N-[(3R,4S)-4-fluoro-1-(2-hydroxy-2-methylpropanoyl)pyrrolidin-3-yl]benzamide NC1=NC=NN2C1=C(C=C2C=2C=CC(=C(C(=O)N[C@@H]1CN(C[C@@H]1F)C(C(C)(C)O)=O)C2)OCC)C(F)(F)F